(2R,5S)-N-(3-Chloro-4-cyanophenyl)-3-(4-cyano-3-(trifluoromethyl)phenyl)-2-(trifluoromethyl)oxazolidin-5-carboxamid ClC=1C=C(C=CC1C#N)NC(=O)[C@@H]1CN([C@H](O1)C(F)(F)F)C1=CC(=C(C=C1)C#N)C(F)(F)F